C(CCCCCCC)OC1=CC(=C(C=C1)O)N=NC1=C(C=CC=C1)O 4-octyloxyazophenol